copper-silver-lanthanum [La].[Ag].[Cu]